N-(5-bromo-3-fluoropyridin-2-yl)-N'-hydroxyacetamidine BrC=1C=C(C(=NC1)NC(C)=NO)F